BrC=1SC(=C2C1OC(CN2C[C@@H](C)NC(=O)OC(C)(C)C)(F)F)C(=O)OC methyl 7-bromo-4-[(2R)-2-(tert-butoxycarbonylamino)propyl]-2,2-difluoro-3H-thieno[3,4-b][1,4]oxazine-5-carboxylate